NCCC=1C=C(C(=CC1)N(C)C)N 4-(2-aminoethyl)-N,N-dimethyl-benzene-1,2-diamine